3-iodo-1-methyl-N-phenyl-1H-indazole-5-carboxamide IC1=NN(C2=CC=C(C=C12)C(=O)NC1=CC=CC=C1)C